2-chloro-4-((2-(pyridin-2-yl)ethyl)amino)pyrimidin-5-carboxamide ClC1=NC=C(C(=N1)NCCC1=NC=CC=C1)C(=O)N